COC1=C(CN2CC3(C2)CNC(C3)=O)C=CC(=C1)C1=NC=CC(=C1C)C1=C(C(=CC=C1)C1=NC(=C(C=C1)CN1CC3(C1)CNC(C3)=O)OC)C 2-(2-methoxy-4-(4-(3-(6-methoxy-5-((7-oxo-2,6-diazaspiro[3.4]octan-2-yl)methyl)pyridin-2-yl)-2-methylphenyl)-3-methylpyridin-2-yl)benzyl)-2,6-diazaspiro[3.4]octan-7-one